BrC=1C=C2C(C(N(C2=C(C1)F)CC(=O)O)=O)(C)C (5-bromo-7-fluoro-3,3-dimethyl-2-oxoindol-1-yl)acetic acid